FC=1C=NN(C1)C1=CC=C(C=N1)[C@H](CC)N (S)-1-(6-(4-fluoro-1H-pyrazol-1-yl)pyridine-3-yl)propan-1-amine